3-[(1,1-Dioxo-1,4-thiazinan-4-yl)methyl]-N-[4-[3-(3-fluorophenyl)-1H-1,2,4-triazol-5-yl]phenyl]benzamide O=S1(CCN(CC1)CC=1C=C(C(=O)NC2=CC=C(C=C2)C2=NC(=NN2)C2=CC(=CC=C2)F)C=CC1)=O